1-(5-methoxy-1-((2-(trimethylsilyl)ethoxy)methyl)-1H-indazol-3-yl)-2-nitroethan-1-ol COC=1C=C2C(=NN(C2=CC1)COCC[Si](C)(C)C)C(C[N+](=O)[O-])O